OCC=1C(=NC(=NC1)SC)N[C@H]1[C@@](CCC1)(O)C (1R,2R)-2-(5-(hydroxymethyl)-2-(methylthio)pyrimidin-4-ylamino)-1-methylcyclopentanol